OC1=C(C=C(C=C1)CCOC(C=C)=O)N1N=C2C(=N1)C=CC(=C2)C(C)(C)C 2-[2-hydroxy-5-(acryloyloxyethyl)phenyl]-5-tert-butyl-2H-benzotriazole